(S,E)-3-((3-(3-(2-(4-(dimethylamino)-N-methylbut-2-enamido)propanamido)propoxy)phenyl)amino)-6-ethyl-5-(isopropyl(methyl)amino)pyrazine-2-carboxamide CN(C/C=C/C(=O)N(C)[C@H](C(=O)NCCCOC=1C=C(C=CC1)NC=1C(=NC(=C(N1)N(C)C(C)C)CC)C(=O)N)C)C